C(C)(C)(C)OC(=O)N1CCC(CC1)[C@@H](C)NS(=O)(=O)C1=C(C(=C(C=C1)NC(C1=C(C=CC=C1)C)=O)C)F (R)-4-(1-(2-fluoro-3-methyl-4-(2-methylbenzoylamino)benzenesulfonylamino)ethyl)piperidine-1-carboxylic acid tert-butyl ester